C[Si](CCOCN1N=C(C=C1)C(C)=O)(C)C 1-(1-((2-(trimethylsilyl)ethoxy)methyl)-1H-pyrazol-3-yl)ethan-1-one